FC(C(=O)O)(F)F.COC=1C=C(C=CC2=NC(=NC(=C2)C=CC2=CC(=CC=C2)OC)OCCNC(=N)N)C=CC1 2-(4,6-bis(3-methoxystyryl)pyrimidin-2-oxy)ethylguanidine trifluoroacetate